O=C1NC(CCC1N1C(C2=CC=CC(=C2C1=O)NC(C(=O)O)CCCCC)=O)=O ((2-(2,6-dioxopiperidin-3-yl)-1,3-dioxoisoindolin-4-yl)amino)heptanoic acid